NC=1C(C(C(=CC1)C1=CC=CC=C1)(C(=O)O)C(=O)O)N diaminobiphenyl-2,2-dicarboxylic acid